(R)-N-(1-benzyl-3-(3,4-dichlorophenyl)pyrrolidin-3-yl)-4-(4-(trifluoromethyl)phenoxy)benzenesulfonamide C(C1=CC=CC=C1)N1C[C@@](CC1)(C1=CC(=C(C=C1)Cl)Cl)NS(=O)(=O)C1=CC=C(C=C1)OC1=CC=C(C=C1)C(F)(F)F